(tert-Butoxycarbonylamino-methyl)-2,6-difluoro-benzoic acid C(C)(C)(C)OC(=O)NCC=1C(=C(C(=O)O)C(=CC1)F)F